C(C)(C)(C)OC(=O)N1C[C@@H](CCC1)N(C1=NC=CC2=C1C=C(S2)/C=C/C(=O)O)C(C2=C(C=C(C=C2)N2N=NC=1C2=NC=CC1)F)=O (E)-3-[4-[[(3R)-1-tert-butoxycarbonyl-3-piperidyl]-[2-fluoro-4-(triazolo[4,5-b]pyridin-3-yl)benzoyl]amino]thieno[3,2-c]pyridin-2-yl]prop-2-enoic acid